[C@@H]12CNC[C@H]2C1C=1N=C2N(C=C(C=C2OC)C=2C=C(C=3N(N2)C=C(N3)C)C)C1 6-[2-[(1S,5R)-3-azabicyclo[3.1.0]hex-6-yl]-8-methoxy-imidazo[1,2-a]pyridin-6-yl]-2,8-dimethyl-imidazo[1,2-b]pyridazine